2,4-diamino-5-n-pentadecylcyclohexanol NC1C(CC(C(C1)N)CCCCCCCCCCCCCCC)O